C(#N)CC[Si](F)(C)C (2-cyanoethyl)dimethylfluorosilane